[Si](C)(C)(C(C)(C)C)OCCCOC1=C2C=C(NC2=C(C(=C1)Cl)Cl)COC1OCCCC1 4-(3-((tert-butyldimethylsilyl)oxy)propoxy)-6,7-dichloro-2-(((tetrahydro-2H-pyran-2-yl)oxy)methyl)-1H-indole